(7R)-1'-[7-(2-chloro-3-fluoro-phenyl)-6-methyl-pyrazolo[1,5-a]pyrazin-4-yl]-2-methoxy-spiro[5,7-dihydrocyclopenta[b]pyridin-6,4'-piperidin]-7-amine ClC1=C(C=CC=C1F)C1=C(N=C(C=2N1N=CC2)N2CCC1(CC2)CC=2C(=NC(=CC2)OC)[C@@H]1N)C